cyclohexanecarboxylic acid 2-methoxy-4-methylphenyl ester COC1=C(C=CC(=C1)C)OC(=O)C1CCCCC1